C(#N)C=1C=CC(=C(C(=O)O)C1)N[C@H](C)C1=CC(=CN2C1=NC(=C(C2=O)C)N2CC1=CC=CC=C1C2)C (R)-5-cyano-2-((1-(2-(isoindolin-2-yl)-3,7-dimethyl-4-oxo-4H-pyrido[1,2-a]pyrimidin-9-yl)ethyl)amino)benzoic acid